3-[[3-fluoro-2-(methylaminosulfonylamino)-4-pyridinyl]methyl]-4-methyl-7-pyrimidin-2-yloxychromen-2-one FC=1C(=NC=CC1CC=1C(OC2=CC(=CC=C2C1C)OC1=NC=CC=N1)=O)NS(=O)(=O)NC